15-hydroxyl-linoleic acid OC(C\C=C/C\C=C/CCCCCCCC(=O)O)CCC